C(C)OC(=O)C1=CC=C(C=C1)C1=CC(=C(C=C1)OCCOC(C)=O)I 4'-(2-acetoxyethoxy)-3'-iodo-[1,1'-biphenyl]-4-carboxylic acid ethyl ester